neo-heptane CCCC(C)(C)C